Nonadeca-9,12-dienoic acid C(CCCCCCCC=CCC=CCCCCCC)(=O)O